7-({2-[(6-methoxy-2-methyl-1,2,3,4-tetrahydroisoquinolin-7-yl)amino]quinazolin-7-yl}amino)-3,4-dihydroisoquinolin-1(2H)-one COC=1C=C2CCN(CC2=CC1NC1=NC2=CC(=CC=C2C=N1)NC1=CC=C2CCNC(C2=C1)=O)C